BrC1=CC=C(C=C1)S(=O)(=N)C 1-bromo-4-(S-methyl-sulfonimidoyl)benzene